F[Sn]=O fluorotin oxide